17α-acetoxy-6β-hydroxy-6α-methylpregn-4-ene-3,11,20-trione C(C)(=O)O[C@]1(C(C)=O)CC[C@H]2[C@@H]3C[C@@](C4=CC(CC[C@]4(C)[C@H]3C(C[C@]12C)=O)=O)(C)O